N(N)C(=O)C1=CC(=C(OCC(=O)NC(C)C)C=C1)OC 2-[4-(hydrazinocarbonyl)-2-methoxy-phenoxy]-N-isopropyl-acetamide